tert-butyl 4-(6-(2-oxopropoxy)pyrazolo[1,5-a]pyridin-3-yl)piperidine-1-carboxylate O=C(COC=1C=CC=2N(C1)N=CC2C2CCN(CC2)C(=O)OC(C)(C)C)C